2-[p-(3-morpholinopropoxy)phenylamino]-4-(8-trifluoromethoxy-3-quinolylamino)pyrimidine O1CCN(CC1)CCCOC1=CC=C(C=C1)NC1=NC=CC(=N1)NC=1C=NC2=C(C=CC=C2C1)OC(F)(F)F